(S)-2-amino-5-(3,5-dimethylphenyl)pentanamide N[C@H](C(=O)N)CCCC1=CC(=CC(=C1)C)C